C(CCC)N1C(N(C(CC1=O)=O)[C@@H]1CC[C@H](CC1)C(=O)OC)=O Trans-Methyl 4-(3-butyl-2,4,6-trioxotetrahydropyrimidin-1(2H)-yl)cyclohexanecarboxylate